(3S,4R)-4-((5-chloro-4-(3-ethyl-7-fluoro-2,3-dimethyl-3H-indol-5-yl)pyrimidin-2-yl)amino)Tetrahydro-2H-pyran-3-ol ClC=1C(=NC(=NC1)N[C@H]1[C@@H](COCC1)O)C=1C=C2C(C(=NC2=C(C1)F)C)(C)CC